C(C)(C)(C)C1=CC=C(C=C1)C1=NC(=CC2=CC=CC=C12)CNC(C(=C)F)=O N-((1-(4-(tert-butyl)phenyl)isoquinolin-3-yl)methyl)-2-fluoroacrylamide